C(C)C=1C=CC=C2C=NC=NC12 8-ethylquinazolin